C(C1=CC=CC=C1)S(=O)(=O)N[C@@H](CCC(=O)O)C(=O)O N-toluenesulfonyl-L-glutamic acid